4-amino-2-((1R,6S)-6-(difluoromethyl)-3-azabicyclo[4.1.0]heptan-3-yl)-N-(6-(4,4-difluoropiperidin-1-yl)-4-methylpyridin-2-yl)benzamide NC1=CC(=C(C(=O)NC2=NC(=CC(=C2)C)N2CCC(CC2)(F)F)C=C1)N1C[C@@H]2C[C@@]2(CC1)C(F)F